tert-butyl 4-((tert-butyldiphenylsilyl)oxy)-7-(dimethoxymethyl)-3,4-dihydro-2,4-methylene-1,8-naphthyridine-1(2H)-carboxylate [Si](C1=CC=CC=C1)(C1=CC=CC=C1)(C(C)(C)C)OC12CC(N(C3=NC(=CC=C13)C(OC)OC)C(=O)OC(C)(C)C)C2